BrC=1C=NN2C1N=C(N=C2NCC2=NC1=C(N2)C=CC(=C1)F)N1CCOCC1 8-bromo-N-[(5-fluoro-1H-benzimidazol-2-yl)methyl]-2-(morpholin-4-yl)pyrazolo[1,5-a][1,3,5]triazin-4-amine